C(C)(C)(C=1C(=O)N(C(C1C1=CC=CC=C1)=O)OC1=CC=CC=C1)C=1C(=O)N(C(C1C1=CC=CC=C1)=O)OC1=CC=CC=C1 isopropylidenebis(phenoxyphenylmaleimide)